4-((3-aminocyclobutoxy)-1H-indazol-6-yl)-5-ethyl-2-fluorophenol NC1CC(C1)ON1N=CC2=CC=C(C=C12)C1=CC(=C(C=C1CC)O)F